(2-bromophenyl)boronic acid BrC1=C(C=CC=C1)B(O)O